C1(CCCCC1)CC(CCCC)CC 1-cyclohexyl-2-ethyl-hexane